FC=1C=C(C=CC1SCCC1CCN(CC1)C(CCC1=C(C=C(C=C1)C(F)(F)F)CN1N=C(N=N1)C)=O)S(=O)(=O)N 3-fluoro-4-[2-[1-[3-[2-[(5-methyltetrazol-2-yl)methyl]-4-(trifluoromethyl)phenyl]propanoyl]-piperidin-4-yl]ethylsulfanyl]benzenesulfonamide